3,7-dimethyl-1-iodooctane CC(CCI)CCCC(C)C